(((1-phenyl-1H-pyrazol-4-yl) methyl) amino) isonicotinate methyl-(methyl-3-(((1-phenyl-1H-pyrazol-4-yl)methyl)amino)isonicotinate) COC(C1=C(C(=NC=C1)C)NCC=1C=NN(C1)C1=CC=CC=C1)=O.C(C1=CC=NC=C1)(=O)ONCC=1C=NN(C1)C1=CC=CC=C1